7-(8-Ethynyl-7-fluoro-3-hydroxynaphthalen-1-yl)-8-fluoro-2-(((2R,7aS)-2-fluorotetrahydro-1H-pyrrolizin-7a(5H)-yl)methoxy)-4-((R)-2-methylpiperazin-1-yl)quinoline-3-carbonitrile C(#C)C=1C(=CC=C2C=C(C=C(C12)C1=CC=C2C(=C(C(=NC2=C1F)OC[C@]12CCCN2C[C@@H](C1)F)C#N)N1[C@@H](CNCC1)C)O)F